The molecule is the 5-phospho derivative of 2-dehydro-D-gluconic acid. It has a role as an Escherichia coli metabolite. It derives from a 2-dehydro-D-gluconic acid. It is a conjugate acid of a 2-dehydro-3-deoxy-6-phosphonato-D-gluconate(3-). C([C@@H]([C@@H](COP(=O)(O)O)O)O)C(=O)C(=O)O